O=C1NC(CCC1C1=CC=C(C=C1)C1CCN(CC1)C1CCN(CC1)CCC1CCN(CC1)C1=C2C(N(C(C2=CC=C1)=O)[C@H](CS(=O)(=O)C)C1=CC(=C(C=C1)OC)OCC)=O)=O 4-(4-(2-(4-(4-(2,6-dioxopiperidin-3-yl)phenyl)-[1,4'-bipiperidin]-1'-yl)ethyl)-piperidin-1-yl)-2-((S)-1-(3-ethoxy-4-methoxyphenyl)-2-(methylsulfonyl)ethyl)-isoindoline-1,3-dione